CC=1C=C(NC=2C3=C(N=CN2)C=CC(=N3)N3CCN(CC3)C(C=C)=O)C=CC1OC1=CC3=C(N(N=N3)C)C=C1 1-[4-[4-[3-methyl-4-(1-methylbenzotriazol-5-yl)oxy-anilino]pyrido[3,2-d]pyrimidin-6-yl]piperazin-1-yl]prop-2-en-1-one